CC(CN1C=CC=2C(=NC(=CC21)NC=2SC(=CN2)C)O[C@@H]2CN(CCC2)C(C=C)=O)CC 1-((3S)-3-((1-(2-methylbutyl)-6-((5-methylthiazol-2-yl)amino)-1H-pyrrolo[3,2-c]pyridin-4-yl)oxy)piperidin-1-yl)prop-2-en-1-one